C(C)C(C/C(/C(=O)[O-])=C/C(=O)[O-])CCCC.C(C)C(C/C(/C(=O)[O-])=C/C(=O)[O-])CCCC.C(CCC)[Sn+4]CCCC dibutyltin bis(2-ethylhexylmaleate)